ClC1=C(C(=CC=C1O)C)C=1C=2N(C3=CC(=NC=C3C1)NC(=O)[C@@H]1[C@@H](C1)F)C=NN2 (1R,2R)-N-(4-(2-chloro-3-hydroxy-6-methylphenyl)-[1,2,4]triazolo[4,3-a][1,6]naphthyridin-8-yl)-2-fluorocyclopropane-1-carboxamide